CC1=CC=C(C=N1)C1=C(SC=C1)C(=O)N (6-Methylpyridin-3-yl)thiophene-2-carboxamide